ClC1=NC=C(C(=N1)C1=CC=CC=2N(C=NC21)S(=O)(=O)C2=CC=C(C)C=C2)Cl 4-(2,5-dichloropyrimidin-4-yl)-1-(p-toluenesulfonyl)-1H-benzo[d]Imidazole